FC1(CCN(CC1)C=1C(=C(C=C2C=CC(=NC12)N)N)F)F 8-(4,4-difluoropiperidin-1-yl)-7-fluoroquinoline-2,6-diamine